NC1=NC=C(C=2N=C(N=CC21)NC2CCC(CC2)O)C2COCCC2 (1R,4R)-4-((5-amino-8-(tetrahydro-2H-pyran-3-yl)pyrido[4,3-d]pyrimidin-2-yl)amino)cyclohexan-1-ol